C(=O)O.ClC1=C(C(=NC=C1)N1CCC2(CC1)C=1C=CC(=NC1C(N(C2)C2CNCC2)=O)C=2C(=NC=CC2)OCC)C(F)(F)F 1'-[4-chloro-3-(trifluoromethyl)pyridin-2-yl]-2-(2-ethoxypyridin-3-yl)-7-pyrrolidin-3-ylspiro[6H-1,7-naphthyridine-5,4'-piperidine]-8-one formate salt